4-(1-{3-[(tert-butyldimethylsilyl)oxy]-6-fluoro-2,3-dihydro-1H-inden-4-yl}vinyl)-1-(triphenylmethyl)imidazole [Si](C)(C)(C(C)(C)C)OC1CCC2=CC(=CC(=C12)C(=C)C=1N=CN(C1)C(C1=CC=CC=C1)(C1=CC=CC=C1)C1=CC=CC=C1)F